4-[2-anilino-9-(1-{[(2-methyl-2-propanyl)oxy]carbonyl}-3-piperidinyl)-8-oxo-8,9-dihydro-7H-purin-7-yl]Benzoic acid N(C1=CC=CC=C1)C1=NC=C2N(C(N(C2=N1)C1CN(CCC1)C(=O)OC(C)(C)C)=O)C1=CC=C(C(=O)O)C=C1